2-([1-[(2-chlorophenyl)methyl]-5-[3-(methylamino)phenyl]-1H-pyrazol-3-yl]methoxy)-2-methylpropanoic acid methyl ester COC(C(C)(C)OCC1=NN(C(=C1)C1=CC(=CC=C1)NC)CC1=C(C=CC=C1)Cl)=O